C(C)(=O)OC1CC2C3CCC4CC(CCC4C3CCC2C1)NC(=O)OCCN1CC(NCC1)=O 3-(((2-(3-oxopiperazin-1-yl)ethoxy)carbonyl)amino)hexadecahydro-1H-cyclopenta[a]phenanthren-16-yl acetate